C(C1=CC=CC=C1)SC=1C=CC(=C(C1)C(C)=O)F 1-[5-(Benzylsulfanyl)-2-fluorophenyl]ethanone